COC=1C=C(OC2=NC(=CN=C2)C=2C=NC=CC2)C=C(C1)OC 2-(3,5-dimethoxyphenoxy)-6-(pyridin-3-yl)pyrazine